4-(1-methyl-4-fluoro-1H-pyrazole-yl)-N-((3S,4S)-(3,4-difluorophenyl)piperidin-3-yl)-2-fluorobenzamide CN1N=C(C(=C1)F)C1=CC(=C(C(=O)N[C@@H]2CN(CCC2)C2=CC(=C(C=C2)F)F)C=C1)F